Cl.N1=CC=C(C=C1)NC([C@H](N)C)=O N-pyridin-4-yl-D-alaninamide hydrochloride